IC=1C=C2C(=NC1)N(C=N2)CC2=CC1=C(OC(CO1)C=1C=NC(=CC1)OCCOC)C(=C2)OC 6-iodo-3-((8-methoxy-2-(6-(2-methoxyethoxy)pyridin-3-yl)-2,3-dihydrobenzo[b][1,4]dioxin-6-yl)methyl)-3H-imidazo[4,5-b]pyridine